N1(CCNCCC1)C1=NC=C(C#N)C=C1 6-(1,4-Diazacycloheptan-1-yl)nicotinonitrile